(S)-1-(2-((S)-3-((6-fluoroquinolin-3-yl)(methyl)amino)pyrrolidin-1-yl)acetyl)pyrrolidine-2-carbonitrile FC=1C=C2C=C(C=NC2=CC1)N([C@@H]1CN(CC1)CC(=O)N1[C@@H](CCC1)C#N)C